NC1=NC2=CC=C(C=C2C=C1C)C(=O)N(CC1=NC=C(C=C1)C(F)(F)F)[C@@H]1C(C1)(C)C 2-amino-N-((1S)-2,2-dimethylcyclopropyl)-3-methyl-N-((5-(trifluoromethyl)-2-pyridinyl)methyl)-6-quinolinecarboxamide